COCCCNCC(=O)OCC1=CC(=NC(=C1)Cl)Cl (2,6-dichloropyridin-4-yl)methyl (3-methoxypropyl)glycinate